9-chloro-4-[(2-methoxypyrimidin-5-yl)methyl]-7-[3-(trifluoromethyl)indol-1-yl]-3,5-dihydro-2H-1,4-benzoxazepine ClC1=CC(=CC=2CN(CCOC21)CC=2C=NC(=NC2)OC)N2C=C(C1=CC=CC=C21)C(F)(F)F